2-(((S)-pent-2-yl)oxy)-7-(piperidin-3-ylmethyl)imidazo[2,1-f][1,2,4]triazin-4-amine C[C@@H](CCC)OC1=NN2C(C(=N1)N)=NC=C2CC2CNCCC2